The molecule is a steroid saponin that is 3,7,16-trihydroxyergosta-5,24(28)-diene substituted by a 4-O-acetyl-6-deoxy-alpha-L-galactopyranosyl residue at position 3 via a glycosidic linkage (the 3beta,7beta,16beta stereoisomer). Isolated from Sinularia crispa, it exhibits spermatostatic activity. It has a role as a metabolite. It is a steroid saponin, an acetate ester, an ergostanoid, a monosaccharide derivative, a secondary alcohol, a 16beta-hydroxy steroid and a 7beta-hydroxy steroid. C[C@H]1[C@H]([C@H]([C@@H]([C@@H](O1)O[C@H]2CC[C@@]3([C@H]4CC[C@]5([C@H]([C@@H]4[C@H](C=C3C2)O)C[C@@H]([C@@H]5[C@H](C)CCC(=C)C(C)C)O)C)C)O)O)OC(=O)C